FC(C(F)(F)F)(C(F)(F)F)C(=O)C(C(F)(F)F)(C(F)(F)F)F bis(perfluoro isopropyl) ketone